4,4'-difluorodiphenyl ether C1=CC(=CC=C1OC2=CC=C(C=C2)F)F